ClC1=NC=C(C(=N1)NCC)F 2-chloro-N-ethyl-5-fluoropyrimidin-4-amine